N-(trans-4-((4-(4-chloro-1H-pyrazol-3-yl)-5-(trifluoro-methyl)pyrimidin-2-yl)amino)-cyclohexyl)-3,3-difluoro-N-(5-(2-methoxypyrimidin-5-yl)pyrazin-2-yl)azetidine-1-carboxamide ClC=1C(=NNC1)C1=NC(=NC=C1C(F)(F)F)N[C@@H]1CC[C@H](CC1)N(C(=O)N1CC(C1)(F)F)C1=NC=C(N=C1)C=1C=NC(=NC1)OC